2-(2-(2-methoxyethoxy)ethyl)-5-(4,4,5,5-tetramethyl-1,3,2-dioxaborolan-2-yl)-2H-indazole COCCOCCN1N=C2C=CC(=CC2=C1)B1OC(C(O1)(C)C)(C)C